NC1=C(C(=O)O)C=CC(=C1)C(=O)O ls-2-aminoterephthalic acid